The molecule is an enolate anion resulting from the deprotonation of the enol moiety of demethyldeoxyspectinabilin. The major species at pH 7.3. It is a conjugate base of a demethyldeoxyspectinabilin. CC1=C(OC(=O)C(=C1[O-])C)CC/C(=C/C(=C/C(=C/C(=C/C2=CC=C(C=C2)[N+](=O)[O-])/C)/C)/C)/C